The molecule is an oxindole that is 1,3-dihydro-2H-indol-2-one which is substituted by ethyl and methoxy groups at position 3. It has a role as a bacterial metabolite. It is an ether and a member of oxindoles. CCC1(C2=CC=CC=C2NC1=O)OC